2,3,6-trimethoxybenzenesulfonamide COC1=C(C(=CC=C1OC)OC)S(=O)(=O)N